P(=O)(O)(O)O.C[Mg]C dimethyl-magnesium phosphate